C(C)OC(CCCC=CCC=CCC=CCC=CCC=CCC)=O 5,8,11,14,17-Eicosapentaenoic acid ethyl ester